tert-butyl (3-acetyl-6,7,8,9-tetrahydro-5H-cyclohepta[c]pyridin-9-yl)carbamate C(C)(=O)C1=CC2=C(C=N1)C(CCCC2)NC(OC(C)(C)C)=O